N-(1-(azetidin-1-ylmethyl)cyclopropyl)-2-phenylacetamide N1(CCC1)CC1(CC1)NC(CC1=CC=CC=C1)=O